C(C)(C)(C)OC(=O)N(C1C(C1)C1=CC=CC=C1)CC=1C=NN(C1)CCCC1=CC=C(C(=O)O)C=C1 4-(3-(4-(((tert-butoxycarbonyl)(2-phenylcyclopropyl)amino)methyl)-1H-pyrazol-1-yl)propyl)benzoic Acid